(±)-cis-N-[8-chloro-6-(3-pyridyl)-3-isoquinolinyl]-2-fluoro-cyclopropanecarboxamide ClC=1C=C(C=C2C=C(N=CC12)NC(=O)[C@H]1[C@H](C1)F)C=1C=NC=CC1 |r|